2-((4-bromophenoxy)methyl)-6-(((1-fluorocyclopropyl)methoxy)methyl)-1,4-dioxan BrC1=CC=C(OCC2OC(COC2)COCC2(CC2)F)C=C1